Benzofuran-3-yl-(3,5-dibromo-4-hydroxyphenyl)methanone O1C=C(C2=C1C=CC=C2)C(=O)C2=CC(=C(C(=C2)Br)O)Br